ClC1=NN2C(N=CC3=C2[C@](C[C@H]3C(=O)NC3=CC(=NC=C3)C(F)(F)F)(C=3C=NN(C3)C)C)=C1 (6R,8R)-2-chloro-8-methyl-8-(1-methyl-1H-pyrazol-4-yl)-N-(2-(trifluoromethyl)pyridin-4-yl)-7,8-dihydro-6H-cyclopenta[e]pyrazolo[1,5-a]pyrimidine-6-carboxamide